methoxyspiro[7H-cyclopenta[c]pyridine-6,4'-piperidine] CON1CCC2(CC1)CC1=C(C=NC=C1)C2